[Na+].ClC1=C(C(=O)[O-])C=CC=N1 2-chloronicotinic acid sodium salt